2-bromo-6-pentylnaphthalene BrC1=CC2=CC=C(C=C2C=C1)CCCCC